ethyl 2-[1-(4-chloro-1,3-thiazol-2-yl)-1H-pyrazol-3-yl]acetate ClC=1N=C(SC1)N1N=C(C=C1)CC(=O)OCC